BrC=1C(=NN(C1CC)C)[C@@H](CC=O)O |r| (rac)-3-(4-bromo-5-ethyl-1-methyl-1H-pyrazol-3-yl)-3-hydroxypropanal